C(C)O[Si](CCCC(C(=O)N)=C)(OCC)OCC 3-(triethoxysilyl)propyl-acrylamide